N(=C=O)C1(CC(CCC1)CN=C=O)C 1-isocyanato-3-(isocyanatomethyl)-1-methylcyclohexane